COC([C@H](C(C#C)(C)C)NC(=O)OC(C)(C)C)=O.BrC1=CC=C(C=C1)C(C)(C)C=1N=C(SC1)NC(C1=CC=C(C=C1)C(C)N1CCNCC1)=O N-(4-(2-(4-bromophenyl)propan-2-yl)thiazol-2-yl)-4-(1-(piperazin-1-yl)ethyl)benzamide methyl-(2S)-2-[(tert-butoxycarbonyl)amino]-3,3-dimethylpent-4-ynoate